(2-chloro-4-phenoxyphenyl)(4-(4-(2-methoxyphenyl)piperazin-1-yl)-7H-pyrrolo[2,3-d]pyrimidin-5-yl)methanone ClC1=C(C=CC(=C1)OC1=CC=CC=C1)C(=O)C1=CNC=2N=CN=C(C21)N2CCN(CC2)C2=C(C=CC=C2)OC